3-(diphenylmethyleneamino)oxoindole C1(=CC=CC=C1)C(C1=CC=CC=C1)=NC=1C(N=C2C=CC=CC12)=O